methyl-ethanol tellurium [Te].CC(C)O